CN1N=C(C2=CC(=CC=C12)C=1N=C(C=C2C=CC=NC12)C(=O)O)C=1C=NN(C1)C 8-[1-methyl-3-(1-methyl-1H-pyrazol-4-yl)-1H-indazol-5-yl]-[1,7]Naphthyridine-6-carboxylic acid